N-(2-((5-chloro-2-((4-(4-((1-glycylpiperidin-4-yl)methyl)piperazin-1-yl)-2-methoxy-5-methylphenyl)amino)pyrimidin-4-yl)amino)phenyl)-N-methylmethanesulfonamide ClC=1C(=NC(=NC1)NC1=C(C=C(C(=C1)C)N1CCN(CC1)CC1CCN(CC1)C(CN)=O)OC)NC1=C(C=CC=C1)N(S(=O)(=O)C)C